ClCC1=NC(=C(N=C1OCC)C1=CC=C(C=C1)F)C1CC1 2-(chloromethyl)-6-cyclopropyl-3-ethoxy-5-(4-fluorophenyl)pyrazine